P(=O)(O)(O)[O-].C(C)OC([C@@H](CC1=CN(C2=CC=CC=C12)C)NC([C@H](CCSC)[NH3+])=O)=O (S)-1-(((R)-1-ethoxy-3-(1-methyl-1H-indol-3-yl)-1-oxopropan-2-yl)amino)-4-(methylthio)-1-oxobutan-2-aminium dihydrogen phosphate